4-{5-[(R)-(1-cyclopropyl-3-methyl-azetidin-3-yl)-hydroxy-(4-isopropyl-phenyl)-methyl]-pyridin-3-yl}-2-(6-methyl-pyridin-2-yl)-but-3-yn-2-ol C1(CC1)N1CC(C1)(C)[C@@](C=1C=C(C=NC1)C#CC(C)(O)C1=NC(=CC=C1)C)(C1=CC=C(C=C1)C(C)C)O